FC(C(C)(O)C)(C)F 3,3-difluoro-2-methyl-2-butanol